NC=1C(=NC(=C(N1)C1=CC=C(C=C1)F)C=1C=CC=2N(C1)C(=CN2)C)CNC(=O)[C@H]2COCC2 (R)-N-((3-amino-5-(4-fluorophenyl)-6-(3-methylimidazo[1,2-a]pyridin-6-yl)pyrazin-2-yl)methyl)tetrahydrofuran-3-carboxamide